tert-butyl (1-(6-bromopyridin-2-yl)cyclopropyl)carbamate BrC1=CC=CC(=N1)C1(CC1)NC(OC(C)(C)C)=O